4-{[(3R)-4-[(2,4-dimethoxyphenyl)methyl]-3-(hydroxymethyl)piperazin-1-yl]methyl}-2-methoxybenzoic acid COC1=C(C=CC(=C1)OC)CN1[C@H](CN(CC1)CC1=CC(=C(C(=O)O)C=C1)OC)CO